(2R)-N-((S)-(3-chloro-2,4-difluorophenyl)(6,6-difluorospiro[3.3]hept-2-yl)methyl)-2-methyl-3-oxopiperazine-1-carboxamide ClC=1C(=C(C=CC1F)[C@@H](NC(=O)N1[C@@H](C(NCC1)=O)C)C1CC2(C1)CC(C2)(F)F)F